C(#N)C=1C=CC(=NC1)N(CCN1CC2=CC=C(C=C2C1=O)C(=O)OC)CC methyl 2-(2-((5-cyanopyridin-2-yl)(ethyl)amino)ethyl)-3-oxoisoindoline-5-carboxylate